3-(2,6-difluorophenyl)-N-[(4S)-3,4-dihydro-2H-1-benzopyran-4-yl]imidazo[1,2-b]pyridazine-7-carboxamide FC1=C(C(=CC=C1)F)C1=CN=C2N1N=CC(=C2)C(=O)N[C@H]2CCOC1=C2C=CC=C1